[(1R)-7,7-dimethyl-2-oxobicyclo[2.2.1]heptan-1-yl]methanesulfonic acid CC1([C@]2(C(CC1CC2)=O)CS(=O)(=O)O)C